C(C)(C)(C)OC(=O)N1CCC(=CC1)C1=NC=C(N=C1)NC(=O)C12CCC(CC1)(CC2)C(=O)OC 4-{5-[(4-methoxycarbonyl-bicyclo[2.2.2]octane-1-carbonyl)-amino]-pyrazin-2-yl}-3,6-dihydro-2H-pyridine-1-carboxylic acid tert-butyl ester